3-[5-(N-Methyl[N-methyl(isopropyl)aminosulfonyl]aminocarbonyl)-4-chloro-2-fluorophenyl]-1-methyl-2,4-dioxo-6-(trifluoromethyl)-1,2,3,4-tetrahydropyrimidine CN(C(=O)C=1C(=CC(=C(C1)N1C(N(C(=CC1=O)C(F)(F)F)C)=O)F)Cl)S(=O)(=O)N(C)C(C)C